2-(4-acetoxyphenyl)-5-(3,4,5-tripentyloxyphenyl)-1,3,4-oxadiazole C(C)(=O)OC1=CC=C(C=C1)C=1OC(=NN1)C1=CC(=C(C(=C1)OCCCCC)OCCCCC)OCCCCC